Methyl 6-(2-(4-((2,2,2-trifluoro-N-(2-(4'-fluoro-[1,1'-biphenyl]-4-yl)cyclopropyl)acetamido)methyl)piperidin-1-yl)ethoxy)nicotinate FC(C(=O)N(C1C(C1)C1=CC=C(C=C1)C1=CC=C(C=C1)F)CC1CCN(CC1)CCOC1=NC=C(C(=O)OC)C=C1)(F)F